C(CC)CN([O-])C.C(CCCCCCC)(=O)N caprylic amide propyldimethylaminoxide